O=C[C@H](O)C[C@@H](O)[C@@H](O)C 3,6-dideoxy-L-arabino-hexose